C(C)(=O)N[C@H]1CCC2=C(C3=CC=C(C(C=C13)=O)C(=O)NC)C(=C(C(=C2)OC)O)O (S)-7-acetamido-1,2-dihydroxy-3-methoxy-N-methyl-9-oxo-5,6,7,9-tetrahydrobenzo[a]heptalen-10-carboxamide